2-acetyl-N-(3,5-dichloro-4-(3,6-dihydro-2H-pyran-4-yl)phenyl)-6-(ethylsulfonyl)-1,2,3,4-tetrahydroisoquinoline-1-carboxamide C(C)(=O)N1C(C2=CC=C(C=C2CC1)S(=O)(=O)CC)C(=O)NC1=CC(=C(C(=C1)Cl)C=1CCOCC1)Cl